C(#N)C1=CC=C(C(=O)NC2(CCC2)C2=CC=C(C=C2)C=2N=NC(=CC2)C(C)C)C=C1 4-cyano-N-(1-(4-(6-isopropylpyridazin-3-yl)phenyl)cyclobutyl)benzamide